4-(4-(2-chloro-6-fluorobenzyl)piperazin-1-yl)-3-nitrobenzonitrile ClC1=C(CN2CCN(CC2)C2=C(C=C(C#N)C=C2)[N+](=O)[O-])C(=CC=C1)F